2-(tertiary-butylamino)ethyl acetate C(C)(=O)OCCNC(C)(C)C